C1(CC1)N1N=C(C=C1)[C@H]1CN(C[C@H](O1)C)S(=O)(=O)C1=CC=C(C)C=C1 (2r,6r)-2-(1-cyclopropylpyrazol-3-yl)-6-methyl-4-(p-toluenesulfonyl)morpholine